(1R,2R)-2-(m-tolyl)cyclopropane-1-carboxylic acid 2,5-dioxopyrrolidin-1-yl ester O=C1N(C(CC1)=O)OC(=O)[C@H]1[C@@H](C1)C=1C=C(C=CC1)C